(±)-dihydroquercetin O1[C@@H]([C@@H](O)C(=O)C=2C(O)=CC(O)=CC12)C1=CC(O)=C(O)C=C1 |r|